C1(CC1)C1=CC(=CC=2N=C(OC21)NC=2OC1=C(N2)C=C(C=C1)F)C(=O)O 7-cyclopropyl-2-((5-fluorobenzo[d]oxazol-2-yl)amino)benzo[d]oxazole-5-carboxylic acid